CC1=C2CCCC2=C(C=2CCCC12)N 8-methyl-1,2,3,5,6,7-hexahydro-s-indacen-4-amine